2-(4-bromo-3-(methoxymethyl)phenyl)-5-cyclopropyl-1,3,4-oxadiazole BrC1=C(C=C(C=C1)C=1OC(=NN1)C1CC1)COC